4-bromo-5-methoxy-2-(trifluoromethyl)quinazoline BrC1=NC(=NC2=CC=CC(=C12)OC)C(F)(F)F